(3s,4r)-3-amino-4-fluoropyrrolidine-1-carboxylic acid tert-butyl ester C(C)(C)(C)OC(=O)N1C[C@@H]([C@@H](C1)F)N